C(#N)C1=C(C(=CC=C1)F)SC=1C=2N(C=C(C1)C=1C=NN(C1C)C1CCNCC1)N=CC2C#N 4-((2-cyano-6-fluorophenyl)thio)-6-(5-methyl-1-(piperidin-4-yl)-1H-pyrazol-4-yl)pyrazolo[1,5-a]pyridine-3-carbonitrile